C1C=2N(C3C(C=CCN1C3)[2H])C=C(CC2)C(=O)N 1,6,7,11-tetrahydro-3H-2,7-methanopyrido[1,2-a][1,4]diazonine-6-d-10-carboxamide